C1(=CC=C(CC1)C(C)C)C para-menthadiene